4,7-dihydro-3H-oxathiepine 2,2-dioxide O1S(CCC=CC1)(=O)=O